[Si](C)(C)(C(C)(C)C)OCCO[C@H]1CCC(C=2C(=NC(=NC12)N1C(=CC=2C(=CC=CC12)C#N)C)C)S 1-[(8S)-8-[2-[tert-butyl(dimethyl)silyl]oxyethoxy]-4-methyl-sulfanyl-5,6,7,8-tetrahydroquinazolin-2-yl]-2-methyl-indole-4-carbonitrile